5-((9-(3,3-Dimethylbutyl)-2,9-diazaspiro[5.5]undecan-2-yl)sulfonyl)-N,N-dimethylpyridin-2-amine CC(CCN1CCC2(CCCN(C2)S(=O)(=O)C=2C=CC(=NC2)N(C)C)CC1)(C)C